CC1=NC=CC(=N1)C=O 2-METHYLPYRIMIDINE-4-CARBALDEHYDE